5-(1-(tetrahydro-2H-pyran-4-yl)-1H-pyrazol-4-yl)pyridin-2-amine O1CCC(CC1)N1N=CC(=C1)C=1C=CC(=NC1)N